CN1CC(CC1)CN1C(=NC2=C1CNC2)C=2C=C1C=NNC1=CC2 5-(((1-methylpyrrolidin-3-yl)methyl)-1,4,5,6-tetrahydropyrrolo[3,4-d]imidazol-2-yl)-1H-indazole